COC1=C(CNC2=NC3=C(C=CC=C3C(=N2)NNC(CO)=O)OC)C=CC(=C1)OC N'-(2-((2,4-dimethoxybenzyl)amino)-8-methoxyquinazolin-4-yl)-2-hydroxyacetohydrazide